(4-bromophenyl)(oxazol-5-yl)methanol BrC1=CC=C(C=C1)C(O)C1=CN=CO1